5-((S)-1-(2-(benzyloxy)ethoxy)-2-hydroxypropan-2-yl)-N-(tert-butyldimethylsilyl)-N'-((1,2,3,5,6,7-hexahydro-s-indacen-4-yl)carbamoyl)thiophene-2-sulfonimidamide C(C1=CC=CC=C1)OCCOC[C@](C)(O)C1=CC=C(S1)S(=O)(N[Si](C)(C)C(C)(C)C)=NC(NC1=C2CCCC2=CC=2CCCC12)=O